ONC(=N)C1=C(C=NC=C1)SC1=CC(=CC=C1)C N-hydroxy-3-[(3-methylphenyl)sulfanyl]pyridine-4-carboxamidine